diphenyl-phosphine oxide tert-butyl-(S)-2-(hydroxymethyl)-4-(o-tolyl)-2,5-dihydro-1H-pyrrole-1-carboxylate C(C)(C)(C)OC(=O)N1[C@@H](C=C(C1)C1=C(C=CC=C1)C)CO.C1(=CC=CC=C1)P(C1=CC=CC=C1)=O